C(C)OC(=O)C1=NNC(=C1)CC1=CC=C(C=C1)C(F)(F)F.CN1N=C(C=C1CC1=CC=C(C=C1)C(F)(F)F)C(=O)OCC ethyl 1-methyl-5-[[4-(trifluoromethyl)phenyl]methyl]pyrazole-3-carboxylate Ethyl-5-[[4-(trifluoromethyl)phenyl]methyl]-1H-pyrazole-3-carboxylate